FC=1C=C(C=C2C(C(NC12)=O)(C)C)C1=NNC(SC1)=O 5-(7-fluoro-3,3-dimethyl-2-oxoindolin-5-yl)-3,6-dihydro-2H-1,3,4-thiadiazin-2-one